C(C)N1C(NC2=C1C=CC=C2)=S 1-ethyl-1H-benzimidazole-2-thione